N-methyl-N-(3-(6-((5-methylthiazol-2-yl)amino)-4-(morpholinomethyl)pyridin-2-yl)phenyl)acrylamide CN(C(C=C)=O)C1=CC(=CC=C1)C1=NC(=CC(=C1)CN1CCOCC1)NC=1SC(=CN1)C